FC1(C(C1)C1=C(C(=O)O)C=CC=C1)F 2-(2,2-difluorocyclopropyl)benzoic acid